C(#N)CCCCS(=O)(=O)NC1=CC=C2C=NN(C2=C1)C 4-cyano-N-(1-methyl-1H-indazol-6-yl)butane-1-sulfonamide